1-Chloro-2-(4-chlorophenyl)-6H-imidazo[1,2-a]pyrrolo[2,3-e]pyridine ClC1=C(N=C2N1C1=C(C=C2)NC=C1)C1=CC=C(C=C1)Cl